ClC=1C=C(CC=2C=CC(=NC2)NC(C2=CN=C(C=C2)CO)=O)C=CC1 N-(5-(3-chlorobenzyl)pyridin-2-yl)-6-(hydroxymethyl)nicotinamide